N-(8-bromo-1-methyl-2-oxo-2,3,4,5-tetrahydro-1H-benzo[b]azepin-3-yl)-4-phenoxypicolinamide BrC=1C=CC2=C(N(C(C(CC2)NC(C2=NC=CC(=C2)OC2=CC=CC=C2)=O)=O)C)C1